C(CC)OCCCC(=O)N(C)C 4-propoxy-N,N-dimethylbutanamide